2-(Dimethylamino)ethyl 2-[1-[2-[[(3-fluorophenyl)amino]carbonyl]hydrazinylidene]ethyl]-3-pyridinecarboxylate hydrochloride Cl.FC=1C=C(C=CC1)NC(=O)NN=C(C)C1=NC=CC=C1C(=O)OCCN(C)C